N-((1-aminoisoquinolin-6-yl)methyl)-5-chloro-2-(methyl((1-(pyridin-4-yl)piperidin-4-yl)methyl)amino)nicotinamide NC1=NC=CC2=CC(=CC=C12)CNC(C1=C(N=CC(=C1)Cl)N(CC1CCN(CC1)C1=CC=NC=C1)C)=O